(3-(3,4-dichlorophenyl)-1-(2,2-difluoroethyl)-1H-indazol-5-yl)(2-oxa-6-azaspiro[3.3]hept-6-yl)methanone ClC=1C=C(C=CC1Cl)C1=NN(C2=CC=C(C=C12)C(=O)N1CC2(COC2)C1)CC(F)F